FC(COC1=CC=C(C=C1)C1C(C1)C(=O)ON1C(C2=CC=CC=C2C1=O)=O)F 1,3-dioxoisoindolin-2-yl 2-(4-(2,2-difluoroethoxy)phenyl)cyclopropane-1-carboxylate